FC([C@H]1N(C(O[C@@H]1C)=O)C=1N=C2N(CCOC3=C2C=CC(=C3)N[C@@H](C(=O)N)C)C1)F (R)-2-((2-((4S,5R)-4-(Difluoromethyl)-5-methyl-2-oxooxazolidin-3-yl)-5,6-dihydrobenzo[f]imidazo[1,2-d][1,4]oxazepin-9-yl)amino)propionamide